trans-3-[[4-[(3S)-3-(5-cyano-3-pyridyl)isoxazolidine-2-carbonyl]cyclohexyl]methyl]-5-fluoro-N-methyl-benzamide C(#N)C=1C=C(C=NC1)[C@H]1N(OCC1)C(=O)[C@@H]1CC[C@H](CC1)CC=1C=C(C(=O)NC)C=C(C1)F